C(C)(=O)O[C@H]1[C@@H](CCCC1)C(C)(C)C |r| (1RS,2SR)-2-(2-methyl-2-propanyl)cyclohexyl acetate